FC=1C=C(C=C(C1OC1=CC=NC2=CC(=C(C=C12)OC1(CC1)CO)OC)F)C1=C(C(=O)N)C(=CC=N1)OC (3,5-difluoro-4-((6-(1-(hydroxymethyl)cyclopropoxy)-7-methoxyquinolin-4-yl)oxy)phenyl)-4-methoxynicotinamide